1-(5-methyl-1,3-thiazol-4-yl)methan-amine hydrochloride Cl.CC1=C(N=CS1)CN